ClC1=C(C(=O)C2=CNC3=NC=C(C(=C32)NC3CCC(CC3)CO)C#N)C=CC(=C1)OC1=CC=CC=C1 3-(2-chloro-4-phenoxybenzoyl)-4-(((1r,4r)-4-(hydroxymethyl)cyclohexyl)amino)-1H-pyrrolo[2,3-b]pyridine-5-carbonitrile